O1CCCC2=C1C(=CC=C2)S(=O)(=O)N 3,4-dihydro-2H-1-benzopyran-8-sulfonamide